ClC1=C(C=CC=C1)C(C1=CNC2=C1C1=C(NC(C(N1)(C)C)=O)C=N2)O 9-((2-Chlorophenyl)(hydroxy)methyl)-2,2-dimethyl-1,2,4,7-tetrahydro-3H-pyrrolo[3',2':5,6]pyrido[3,4-b]pyrazin-3-one